(4-amino-8-(3-methoxy-2,6-dimethylphenyl)pyrido[3,4-d]pyrimidin-6-yl)(pyrrolidin-1-yl)methanone NC=1C2=C(N=CN1)C(=NC(=C2)C(=O)N2CCCC2)C2=C(C(=CC=C2C)OC)C